NCC(CN1N=CN(C1=O)C1=NC(=CC=C1)C1=CC=C(C=C1)N1CCNCC1)=C(F)F 2-[2-(aminomethyl)-3,3-difluoro-allyl]-4-[6-(4-piperazin-1-ylphenyl)-2-pyridinyl]-1,2,4-triazol-3-one